O[C@H](/C=C/[C@@H]1[C@H](C(C=C1)=O)CCCCCCC(=O)O)CCCCC 7-[(1R,2S)-2-[(E,3S)-3-hydroxyoct-1-enyl]-5-oxocyclopent-3-en-1-yl]heptanoic acid